(2R)-4-[(2R)-2-[4-(2-chloro-4-fluoro-phenyl)-2-oxo-chromen-7-yl]oxypropanoyl]piperazine-2-carboxylic acid ClC1=C(C=CC(=C1)F)C1=CC(OC2=CC(=CC=C12)O[C@@H](C(=O)N1C[C@@H](NCC1)C(=O)O)C)=O